C1NCC12CC(C2)CNC2=CC(=NC=C2C2=NN(C=C2)C(F)F)NC2=NC(=NC=C2)C=2C=NN(C2)S(=O)(=O)C2CC2 N4-((2-Azaspiro[3.3]heptan-6-yl)methyl)-N2-(2-(1-(cyclopropylsulfonyl)-1H-pyrazol-4-yl)pyrimidin-4-yl)-5-(1-(difluoromethyl)-1H-pyrazol-3-yl)pyridine-2,4-diamine